BrC=1C=CC=2N(C3=CC=C(C=C3C2C1)Br)C[C@@H](CN1CCNCC1)F |r| (±)-3,6-Dibromo-9-(2-fluoro-3-piperazin-1-yl-propyl)-carbazole